N1(C=NC=C1)C(=O)OC1=CC=NCO1 [1,3]Oxazin-6-yl 1H-imidazole-1-carboxylate